CN(C(CC(=O)NC1CCC(CC1)N1C(C=C(C2=C1N=C(N=C2)S(=O)(=O)C)C#C[Si](C(C)C)(C(C)C)C(C)C)=O)=O)C N,N-dimethyl-N'-[(1s,4s)-4-{2-methanesulfonyl-7-oxo-5-[2-(triisopropylsilyl)ethynyl]pyrido[2,3-d]pyrimidin-8-yl}cyclohexyl]propanediamide